sodium propionate, sodium salt [Na+].C(CC)(=O)[O-].[Na+].C(CC)(=O)[O-]